4-chloro-2-(N-methyl-N-phenylsulfamoyl)benzoic acid ClC1=CC(=C(C(=O)O)C=C1)S(N(C1=CC=CC=C1)C)(=O)=O